behenamidopropyl-hydroxypropylamine C(CCCCCCCCCCCCCCCCCCCCC)(=O)NCCCNCCCO